(3,5-Dimethylthiophene-2-yl)-1-[(1-methyl-1H-pyrazol-4-yl)(1-methyl-piperidin-3-yl)sulfamoyl]urea CC1=C(SC(=C1)C)N(C(=O)N)S(N(C1CN(CCC1)C)C=1C=NN(C1)C)(=O)=O